2-bromo-N-(1,10-phenanthrolin-5-yl)acetamide BrCC(=O)NC1=C2C=CC=NC2=C2N=CC=CC2=C1